(3S,5R)-5-ethyl-1-((5-amino-1-p-toluenesulfonyl-1H-pyrrolo[2,3-b]pyridin-4-yl)amino)pyrrolidine-3-carbonitrile C(C)[C@@H]1C[C@@H](CN1NC1=C2C(=NC=C1N)N(C=C2)S(=O)(=O)C2=CC=C(C)C=C2)C#N